N(C)CC(=O)O.C(O)CN monoethanolamine sarcosinate